(R)-5-(8-methoxy-[1,2,4]triazolo[1,5-a]pyridin-6-yl)-1-(piperidin-3-yl)-6-(trifluoromethyl)-1,3-dihydro-2H-benzo[d]imidazol-2-one COC=1C=2N(C=C(C1)C1=CC3=C(N(C(N3)=O)[C@H]3CNCCC3)C=C1C(F)(F)F)N=CN2